C12(CC3CC(CC(C1)C3)C2)CC2=NNC(=C2I)C (1-adamantylmethyl)-4-iodo-5-methyl-pyrazole